(R)-2,2,5,5-Tetramethyl-[1,3]dioxane-4-carboxylic acid [(S)-2-(5-chloro-2,4-difluoro-benzoylamino)-propyl]amide ClC=1C(=CC(=C(C(=O)N[C@H](CNC(=O)[C@@H]2OC(OCC2(C)C)(C)C)C)C1)F)F